S(=O)(=O)=C1C=C2C(=CC=CC(=N2)N)C=C1 8-sulfonyl-2-aminobenzazepine